C(#N)[C@H](C[C@H]1C(NCCC1)=O)NC(=O)[C@@H]1N(C[C@H]2[C@@H]1CC(C2)(F)F)C(=O)C=2NC1=C(C(=CC(=C1C2)F)F)Cl (1R,3aR,6aS)-N-((S)-1-cyano-2-((S)-2-oxopiperidin-3-yl)ethyl)-2-(4,6-difluoro-7-chloro-1H-indole-2-carbonyl)-5,5-difluorooctahydrocyclopenta[c]pyrrole-1-carboxamide